C(C)(C)(C)OC(NCCCOCCCNCCC)=O (3-(3-(propylamino)propoxy)propyl)carbamic acid tert-butyl ester